ClC1=CC=2C3=C(C=NC2C=C1)N=C(N3[C@H]3C[C@H](OCC3)C)CC(C#N)C 3-{8-chloro-1-[(2r,4r)-2-methyltetrahydro-2H-pyran-4-yl]-1H-imidazo[4,5-c]quinolin-2-yl}-2-methylpropanenitrile